FC1(OC2=C(O1)C=CC(=C2)[C@H](C)OC2=CC(=CN=N2)N2N=C(C=1CCCC(C21)=O)C(F)(F)F)F (S)-1-(6-(1-(2,2-difluorobenzo[d][1,3]dioxol-5-yl)ethoxy)pyridazin-4-yl)-3-(trifluoromethyl)-1,4,5,6-tetrahydro-7H-indazol-7-one